ClC=1C=CC2=C(N=C(O2)N2CC3(C2)CC(C3)NC(=O)C=3OC(=CC3)C(F)(F)F)C1 N-[2-(5-chloro-1,3-benzoxazol-2-yl)-2-azaspiro[3.3]heptan-6-yl]-5-(trifluoromethyl)furan-2-carboxamide